Cl.N[C@H](C(=O)OC)CC1=CC=C(C=C1)Cl methyl (S)-2-amino-3-(4-chlorophenyl)propanoate hydrochloride